titanium boride [B].B#[Ti]